NC1=C(C(=C(C#N)C=C1C(C)CC)F)C(=C)C 4-amino-5-sec-butyl-2-fluoro-3-(prop-1-en-2-yl)benzonitrile